1-(5-((4-Carbamimidoyl-2-fluorophenoxy)carbonyl)thiazol-2-yl)piperidin C(N)(=N)C1=CC(=C(OC(=O)C2=CN=C(S2)N2CCCCC2)C=C1)F